1,3,6,8-tetra(pyridine-2-yl)-9H-carbazole N1=C(C=CC=C1)C1=CC(=CC=2C3=CC(=CC(=C3NC12)C1=NC=CC=C1)C1=NC=CC=C1)C1=NC=CC=C1